(1R,2R)-1-((1,3-dioxoisoindolin-2-yl)methyl)-2-(4-(methoxycarbonyl)phenyl)cyclopropane-1-carboxylic acid O=C1N(C(C2=CC=CC=C12)=O)C[C@@]1([C@H](C1)C1=CC=C(C=C1)C(=O)OC)C(=O)O